(7-((2-((2-methoxy-5-(1-methyl-1H-pyrazol-4-yl)-4-(4-methylpiperazin-1-yl)phenyl)amino)-7H-pyrrolo[2,3-d]pyrimidin-4-yl)amino)imidazo[1,2-a]pyridin-8-yl)dimethyl-phosphine oxide COC1=C(C=C(C(=C1)N1CCN(CC1)C)C=1C=NN(C1)C)NC=1N=C(C2=C(N1)NC=C2)NC2=C(C=1N(C=C2)C=CN1)P(C)(C)=O